CN1[C@H](CCC1)[C@H](C)C1=NC(=NC=C1)N ((S)-1-((2R)-1-methylpyrrolidin-2-yl)ethyl)pyrimidin-2-amine